tert-butyl (S)-2-(((tert-butyldimethylsilyl)oxy)methyl)-4-(spiro[2.5]oct-5-en-6-ylmethylene)pyrrolidine-1-carboxylate [Si](C)(C)(C(C)(C)C)OC[C@H]1N(CC(C1)=CC1=CCC2(CC2)CC1)C(=O)OC(C)(C)C